COC1=C(C(=NC=C1)CS(=O)C1=NC2=C(N1)C=CC=C2)C 2-((4-methoxy-3-methylpyridin-2-yl)methylsulfinyl)-1H-benzimidazole